C(#N)C=1C(=C(C=CC1)B(O)O)O (3-cyano-2-hydroxyphenyl)boronic acid